1,2-benzisothiazol-3(2H)one-1,1-dioxide S1(NC(C2=C1C=CC=C2)=O)(=O)=O